C(CCCC)N1C=C(C2=CC=CC=C12)C(C1=C(C=CC=C1)OC)=O 1-pentyl-3-(2-methoxybenzoyl)indole